4-(4-(2,5-Diazabicyclo[2.2.2]octan-2-yl)-8-fluoro-2-(((2R,7aS)-2-fluorotetrahydro-1H-pyrrolizin-7a(5H)-yl-5,5-d2)methoxy)pyrido[4,3-d]pyrimidin-7-yl)-5-ethynyl-6-fluoronaphthalen-2-ol C12N(CC(NC1)CC2)C=2C1=C(N=C(N2)OC[C@]23CCC(N3C[C@@H](C2)F)([2H])[2H])C(=C(N=C1)C1=CC(=CC2=CC=C(C(=C12)C#C)F)O)F